FC=1C=C(C=CC1C=1N=C2SC3=C(N2C1)C=C(C(=C3)C(NCCCN3CCC(CC3)F)=O)OC)C3(CN(CC3)C(=O)OC(C)(C)C)O tert-butyl 3-(3-fluoro-4-(7-((3-(4-fluoropiperidin-1-yl) propyl) carbamoyl)-6-methoxybenzo[d]imidazo[2,1-b]thiazol-2-yl) phenyl)-3-hydroxypyrrolidine-1-carboxylate